CC12CCCC(CC1)N2 methyl-8-azabicyclo[3.2.1]octan